2-((5S)-5-((benzyloxy)methyl)pyrrolidin-3-yl)ethyl 4-methylbenzenesulfonate CC1=CC=C(C=C1)S(=O)(=O)OCCC1CN[C@@H](C1)COCC1=CC=CC=C1